(R)-4-((2-(cyanomethyl)pyridin-3-yl)methyl)-1-methyl-N-(1-methylcyclopropyl)-5-oxo-1,2,4,5-tetrahydroimidazo[1,2-a]quinazoline-7-sulfonamide C(#N)CC1=NC=CC=C1CN1C=2N(C3=CC=C(C=C3C1=O)S(=O)(=O)NC1(CC1)C)[C@@H](CN2)C